methyl 2-(3-aminoprop-1-yn-1-yl)-5-(4-(3-aminopropanoyl)piperazin-1-yl)benzoate NCC#CC1=C(C(=O)OC)C=C(C=C1)N1CCN(CC1)C(CCN)=O